methyl 2-chloro-3-fluoroisonicotinate ClC=1C(=C(C(=O)OC)C=CN1)F